6-(Indoline-1-carbonyl)-3,4-dihydro-1H-1,8-naphthyridin N1(CCC2=CC=CC=C12)C(=O)C=1C=C2CCCNC2=NC1